C1=CC=CC=2C3=CC=CC=C3C(C12)=C1C(C(=C2C=CC=CC2=C1)C1=CC=CC2=CC=CC=C12)O 9-fluorenylidene-binaphthol